(R)-6-chloro-3,4-dihydro-2H-benzo[b][1,4]oxazine-2-carboxylate ClC1=CC2=C(O[C@H](CN2)C(=O)[O-])C=C1